7-(4-bromo-3-chloro-benzoyl)-2-(4-methoxyphenyl)-3-oxo-N-[rac-(1R)-1-(4-methoxyphenyl)ethyl]-6,8-dihydro-5H-imidazo[1,5-a]pyrazine-1-carboxamide BrC1=C(C=C(C(=O)N2CC=3N(CC2)C(N(C3C(=O)N[C@H](C)C3=CC=C(C=C3)OC)C3=CC=C(C=C3)OC)=O)C=C1)Cl |r|